(S)-4-tertiary butyl-2-[2-(diphenyl-phosphino)phenyl]-2-oxazoline C(C)(C)(C)[C@@H]1N=C(OC1)C1=C(C=CC=C1)P(C1=CC=CC=C1)C1=CC=CC=C1